5-bromo-2-(2,2-dimethyl-1,3-dioxan-5-yl)-1H-pyrrolo[3,2-b]pyridine BrC1=CC=C2C(=N1)C=C(N2)C2COC(OC2)(C)C